C(C)(C)(C)OC(=O)N1CC(C(CC1)C(=O)O)(C)C 1-(tert-butoxycarbonyl)-3,3-dimethylpiperidine-4-carboxylic acid